C1(CC1)C=1N=NN(C1)[C@H](C(=O)N1[C@@H](C[C@H](C1)O)C(=O)NCC1=C(C=CC=C1)CN1C(CCC1)CO)C(C)(C)C (2S,4R)-1-[(2S)-2-(4-cyclopropyltriazol-1-yl)-3,3-dimethyl-butanoyl]-4-hydroxy-N-[[2-[[2-(hydroxymethyl)pyrrolidin-1-yl]methyl]phenyl]methyl]pyrrolidine-2-carboxamide